1,2,3,4-tetrahydronaphthalen C1CCCC2=CC=CC=C12